FC=1C=C(OC=2C=C(C[C@@H]3N(OCC3)C3=CC(=NC=N3)NC=3C(=CC(=C(C3)NC(C=C)=O)N3CCN(CC3)C)OC)C=CC2)C=CC1 (S)-N-(5-((6-(3-(3-(3-fluorophenoxy)-benzyl)isoxazolidin-2-yl)pyrimidin-4-yl)amino)-4-methoxy-2-(4-methylpiperazin-1-yl)phenyl)acryl-amide